4-bromo-3-(2,2-difluoroethoxy)-2-nitroaniline BrC1=C(C(=C(N)C=C1)[N+](=O)[O-])OCC(F)F